N=1NC=C2C1C(NC2=N)=N Pyrrolo[3,4-c]pyrazole-4,6-diimine